C1(CC1)C1=C(C(=NO1)C1=C(C=NC=C1Cl)Cl)/C=C/C1CC2(CN(C2)C=2C=C3C(=CC=NC3=CC2)OC2CC(C2)F)C1 6-(6-((E)-2-(5-Cyclopropyl-3-(3,5-dichloropyridin-4-yl)isoxazol-4-yl)vinyl)-2-azaspiro[3.3]heptan-2-yl)-4-((1s,3s)-3-fluorocyclobutoxy)chinolin